(2-(trimethylsilyl)ethoxymethyl)-2H-indazole-6-carboxamide C[Si](CCOCN1N=C2C=C(C=CC2=C1)C(=O)N)(C)C